ClC1=CC2=C(C=N1)C[C@@]1(C(NC3=NC=CC=C31)=O)C2 (S)-3-chloro-5,7-dihydrospiro[cyclopenta[c]pyridine-6,3'-pyrrolo[2,3-B]pyridine]-2'(1'H)-one